ClC=1C(=NC(=NC1)NC1CCOCC1)C1=CC=C2CN(C(C2=C1)=O)[C@@H](C(=O)N[C@H](CO)C1=CC(=NC=C1F)N1CCN(CC1)C)C (2R)-2-(6-{5-Chloro-2-[(oxan-4-yl)amino]pyrimidin-4-yl}-1-oxo-2,3-dihydro-1H-isoindol-2-yl)-N-[(1S)-1-[5-fluoro-2-(4-methylpiperazin-1-yl)pyridin-4-yl]-2-hydroxyethyl]propanamid